C(CCCCCCCCCCC)OC(=S)[S-].C(C)[N+]1(CCCC1)C 1-ethyl-1-methylpyrrolidinium dodecyl-xanthate